ClC1=CC=C(C=N1)S(=O)(=O)Cl 6-chloropyridine-3-sulfonyl chloride